5-(3-(6-((4-(2-(2,6-Dioxopiperidin-3-yl)-1-oxoisoindolin-4-yl)but-3-yn-1-yl)carbamoyl)pyridin-3-yl)isoquinolin-8-yl)-N-methyl-7-(tetrahydro-2H-pyran-4-yl)-1H-indole-3-carboxamide O=C1NC(CCC1N1C(C2=CC=CC(=C2C1)C#CCCNC(=O)C1=CC=C(C=N1)C=1N=CC2=C(C=CC=C2C1)C=1C=C2C(=CNC2=C(C1)C1CCOCC1)C(=O)NC)=O)=O